ICCC1=CC=C2CCCN(C2=N1)C(=O)OC(C)(C)C tert-butyl 7-(2-iodoethyl)-3,4-dihydro-1,8-naphthyridine-1(2H)-carboxylate